6-chloro-3,5-diphenyl-1,2,4-triazine ClC1=C(N=C(N=N1)C1=CC=CC=C1)C1=CC=CC=C1